3-{([(4-methoxybenzyl)oxy]methyl)-4-methylphenyl}-2,2-dimethylpropanoate COC1=CC=C(COCC2=C(C=CC(=C2)C)CC(C(=O)[O-])(C)C)C=C1